2-(4-vinyl-phenyl)ethanol C(=C)C1=CC=C(C=C1)CCO